FC(C(=O)O)(F)F.FC1([C@H](CNCC1)NC(=O)C=1C=NC(=NC1)C=1C=NC=C(C1)OC1=NC=CC=C1OCC)F N-[(3S)-4,4-difluoropiperidin-3-yl]-2-{5-[(3-ethoxypyridin-2-yl)oxy]pyridin-3-yl}pyrimidine-5-carboxamide, trifluoroacetate salt